C1(CC1)C=1C=CC=2N(C1)C=C(N2)C(C)NC2=CC(=C(C=C2)S(=O)(=O)NC(OC(C)(C)C)=O)NC(=O)[C@@H]2[C@H](C2)C2=NC=CC(=N2)C tert-butyl ((4-((1-(6-cyclopropylimidazo[1,2-a]pyridin-2-yl)ethyl)amino)-2-((1S,2S)-2-(4-methylpyrimidin-2-yl)cyclopropane-1-carboxamido)phenyl) sulfonyl)carbamate